3-(Methylsulfonyl)-5-(pentafluoro-λ6-sulfaneyl)aniline CS(=O)(=O)C=1C=C(N)C=C(C1)S(F)(F)(F)(F)F